8-(4-Isobutoxyphenyl)-6-fluoro-3,4-dihydrobenzo[e][1,2,3]oxathiazine 2,2-dioxide C(C(C)C)OC1=CC=C(C=C1)C1=CC(=CC=2CNS(OC21)(=O)=O)F